FC=1C=C(C=C(C1)F)NC(NC1=C(C(=O)NCCN)C=CC=C1)=O 2-[3-(3,5-difluorophenyl)ureido]-N-(2-amino-ethyl)benzamide